C(C)(C)(C)OC(=O)N1[C@H](CN(CC1)C=1C=NC(=C(C1)F)Cl)C (S)-4-(6-chloro-5-fluoropyridin-3-yl)-2-methylpiperazine-1-carboxylic acid tert-butyl ester